3-(5-(8-(4'-fluoro-5,5-dimethyl-3,4,5,6-tetrahydro-[1,1'-biphenyl]-2-carbonyl)-3,8-diazabicyclo[3.2.1]octan-3-yl)-1-oxoisoindolin-2-yl)piperidine-2,6-dione FC1=CC=C(C=C1)C1=C(CCC(C1)(C)C)C(=O)N1C2CN(CC1CC2)C=2C=C1CN(C(C1=CC2)=O)C2C(NC(CC2)=O)=O